2-bromobicyclo[1.1.1]Pentane-1,3-dicarboxylic acid BrC1C2(CC1(C2)C(=O)O)C(=O)O